C[Si](CCOCN1N=CC2=C(C=CC=C12)CS1C=NC2=C1C1=C(C(NN=C1)=O)N2)(C)C 1-((1-((2-(trimethylsilyl)ethoxy)methyl)-1H-indazol-4-yl)methyl)-4H-thiazolo[5',4':4,5]pyrrolo[2,3-d]pyridazin-5(6H)-one